Boc-D-cysteine C(=O)(OC(C)(C)C)N[C@H](CS)C(=O)O